2,4-Dimethylbenzophenon CC1=C(C(=O)C2=CC=CC=C2)C=CC(=C1)C